CC1(CC2=CC=CC=C2C=C1)C (1S)-2,2-dimethylnaphthalen